5-(4-(1-(4-cyano-3-(trifluoromethyl) phenyl) piperidin-4-yl) phenoxy)-3,3-difluoro-pentylmethanesulfonate C(#N)C1=C(C=C(C=C1)N1CCC(CC1)C1=CC=C(OCCC(CCCS(=O)(=O)[O-])(F)F)C=C1)C(F)(F)F